Boc-threonine ethyl ester C(C)OC([C@@H](NC(=O)OC(C)(C)C)[C@H](O)C)=O